1-aminopropyl-3-methylimidazole phosphate P(=O)(O)(O)O.NC(CC)C1=NC=CN1C